4-(4-methoxybenzyl) 1-((endo)-3-(methylsulfonyl)-3-azabicyclo[3.2.1]octan-8-yl) 2-methylenesuccinate C=C(C(=O)OC1C2CN(CC1CC2)S(=O)(=O)C)CC(=O)OCC2=CC=C(C=C2)OC